FC(CN1N=NC(=C1)C(=O)NCC1=NC=CC(=C1)C(F)(F)F)CCN1N=NC(=C1)C(NCC1=C(C=CC=C1)F)=O 1-[2-fluoro-4-(4-{[(2-fluorophenyl)methyl]carbamoyl}-1H-1,2,3-triazol-1-yl)butyl]-N-{[4-(trifluoromethyl)pyridin-2-yl]methyl}-1H-1,2,3-triazole-4-carboxamide